NC1=C2N=C(N(C2=NC=N1)CCCNC(C(C)(C)O)=O)SC1=CC2=C(OCO2)C=C1C=1OC(=CC1)C N-(3-{6-Amino-8-[6-(5-methyl-furan-2-yl)-benzo[1,3]dioxol-5-ylsulfanyl]-purin-9-yl}-propyl)-2-hydroxy-2-methyl-propionamide